2-Cyclopropyl-5-(2-(dimethylamino)ethoxy)-N-(1-(naphthalen-1-yl)cyclopropyl)benzamide C1(CC1)C1=C(C(=O)NC2(CC2)C2=CC=CC3=CC=CC=C23)C=C(C=C1)OCCN(C)C